[N+](=O)([O-])C=1C=CC(=C(C1)C1=CC(=C(N1C)C)C(=O)N(CC1=C(C(=CC=C1)OC)C)C=1C=C2C=NNC2=CC1)C(=O)N1CC2=CC=CC=C2C[C@@H]1CN1CCOCC1 5-(5-nitro-2-[(3R)-3-(morpholinomethyl)-3,4-dihydro-2(1H)-isoquinolinyl]carbonylphenyl)-N3-(1H-indazol-5-yl)-N3-(3-methoxy-2-methylbenzyl)-1,2-dimethyl-1H-pyrrole-3-carboxamide